OCCCC1(CCC(CC1)=O)C1=CC=CC=C1 4-(3-Hydroxypropyl)-4-phenylcyclohexan-1-one